ClC=1N=C(SC1)C=1N=NN(C1)[C@@H]1[C@H]([C@@H](SC=2C(=NC=C(C2)C#C)C(N(C)C)=O)O[C@@H]([C@@H]1O)CO)OC 5-Ethynyl-2-(N,N-dimethylcarbamoyl)-3-pyridinyl 3-[4-(4-chlorothiazol-2-yl)-1H-1,2,3-triazol-1-yl]-3-deoxy-2-O-methyl-1-thio-α-D-galactopyranoside